alpha-palmitoyl-D-glutamic acid C(CCCCCCCCCCCCCCC)(=O)[C@@](N)(CCC(=O)O)C(=O)O